CC1=C(C(=CC=C1)C)N 2,6-dimethylbenzeneamine